BrC1=C(OC2=CN=CS2)C=CC(=C1)Cl 5-(2-bromo-4-chlorophenoxy)-1,3-thiazole